4-amino-6-(1H-imidazol-1-yl)-N-((1r,4r)-4-(2-methoxyethoxy)cyclohexyl)picolinamide NC1=CC(=NC(=C1)N1C=NC=C1)C(=O)NC1CCC(CC1)OCCOC